Br(=O)(=O)O Bromic acid